3-(2-hydroxyethyl)-11,11,17,21-tetramethyl-13-pentadecyl-23-(2,6,6-trimethylcyclohex-1-en-1-yl)-10,12,14-trioxa-3-aza-11-silatricosa-16,18,20,22-tetraen-1-ol OCCN(CCO)CCCCCCO[Si](OC(OCC=C(C=CC=C(C=CC1=C(CCCC1(C)C)C)C)C)CCCCCCCCCCCCCCC)(C)C